ClC=1C(=NC(=NC1)NCCC1=NC=CC=C1)NC1=C(C=CC=C1)C 5-chloro-N2-(2-(pyridin-2-yl)ethyl)-N4-(o-tolyl)pyrimidine-2,4-diamine